6-chloro-2-iodopyridin-3-amine ClC1=CC=C(C(=N1)I)N